BrC1=NC(=NN1C1=CC=C(C=C1)OC)C(F)(F)F 5-bromo-1-(4-methoxyphenyl)-3-(trifluoromethyl)-1,2,4-triazole